(1S,3R)-3-(3-{[(2-methyl-1,3-thiazol-5-yl)acetyl]amino}-1H-pyrazol-5-yl)cyclopentyl tetrahydro-2H-pyran-4-ylcarbamate O1CCC(CC1)NC(O[C@@H]1C[C@@H](CC1)C1=CC(=NN1)NC(CC1=CN=C(S1)C)=O)=O